C1(=CC=C(C=C1)C1(CC1)NC(C(C)(C)C)=O)C N-(1-(4-tolyl)cyclopropyl)pivaloamide